3-Bromo-5-isobutyl-1-(3-(2-methoxyethoxy)phenyl)-1H-pyrazole BrC1=NN(C(=C1)CC(C)C)C1=CC(=CC=C1)OCCOC